C(C1=CC=CC=C1)N1C(N(C2=NC(=NC=C2C1)S(=O)(=O)C)C=1C=C(C=CC1)NC(OC(C)(C)C)=O)=O tert-butyl (3-(3-benzyl-7-(methylsulfonyl)-2-oxo-3,4-dihydropyrimido[4,5-d]pyrimidin-1(2H)-yl)phenyl)carbamate